4-hydroxy-N-((8-(trifluoromethyl)-1,2,3,5,6,7-hexahydro-s-indacen-4-yl)carbamoyl)-4,5,6,7-tetrahydrobenzofuran-2-sulfonamide OC1CCCC2=C1C=C(O2)S(=O)(=O)NC(NC2=C1CCCC1=C(C=1CCCC21)C(F)(F)F)=O